2,3,5-trimethylphenylboronic acid CC1=C(C=C(C=C1C)C)B(O)O